4-((2R,4S,5R)-5-ethyl-4-((5-isopropoxypyridin-2-yl)oxy)-2-methylpiperidin-1-yl)-1-methyl-2-oxo-1,2-dihydropyrido[3,2-d]pyrimidine-6-carbonitrile C(C)[C@H]1[C@H](C[C@H](N(C1)C=1C2=C(N(C(N1)=O)C)C=CC(=N2)C#N)C)OC2=NC=C(C=C2)OC(C)C